(S)-2-(6-Cyclopropyl-4-((3-methylpiperidin-1-yl)methyl)pyridin-2-yl)-6-(3-((4-methyl-4H-1,2,4-triazol-3-yl)methyl)oxetan-3-yl)isoindolin-1-one C1(CC1)C1=CC(=CC(=N1)N1C(C2=CC(=CC=C2C1)C1(COC1)CC1=NN=CN1C)=O)CN1C[C@H](CCC1)C